2-((2R,3S)-3-(2-cyano-5-fluorophenyl)-3-(1,3-dimethyl-1H-pyrazol-4-yl)-1,1,1-trifluoropropan-2-yl)-5-hydroxy-N-(isoxazol-4-yl)-1-methyl-6-oxo-1,6-dihydropyrimidine-4-carboxamide C(#N)C1=C(C=C(C=C1)F)[C@H]([C@@H](C(F)(F)F)C=1N(C(C(=C(N1)C(=O)NC=1C=NOC1)O)=O)C)C=1C(=NN(C1)C)C